tert-butyl 3-(hydroxymethyl)piperidine-1-carboxylate OCC1CN(CCC1)C(=O)OC(C)(C)C